ClC1=NNC2=NC=CC(=C21)C=2C(=NN1C2CO[C@@](C1)(C(F)(F)F)C([2H])([2H])[2H])C1=NC=C(C=C1)F (S)-3-(3-Chloro-1H-pyrazolo[3,4-b]pyridin-4-yl)-2-(5-fluoropyridin-2-yl)-6-(methyl-d3)-6-(trifluoromethyl)-6,7-dihydro-4H-pyrazolo[5,1-c][1,4]oxazine